ClC1=C2C([C@H](OC(C2=C(C(=C1)C(=O)N[C@H](C(=O)O)CC1=CC=CC=C1)O)=O)C)=O (2S)-2-[[(3R)-5-chloro-8-hydroxy-3-methyl-1,4-dioxoisochromene-7-carbonyl]amino]-3-phenylpropionic acid